C(C)(C)(C)C=1C=C(C(=O)C(C(N)(N)C(C2=CC(=C(C(=C2)C(C)(C)C)O)C(C)(C)C)=O)CCC)C=C(C1O)C(C)(C)C bis-(3,5-di-t-butyl-4-hydroxybenzoyl)pentanediamine